diethyltrimethylsilicon C(C)C([Si](C)C)CC